3-(pyrazin-2-yloxy)azetidin N1=C(C=NC=C1)OC1CNC1